N-[3-carbamimidoyl-2-fluoro-4-(trifluoromethyl)benzyl]isobutyramide C(N)(=N)C=1C(=C(CNC(C(C)C)=O)C=CC1C(F)(F)F)F